FC=1C(=CC=C2C(=NC(=NC12)OCC12CCCN2CCC1)N1[C@@H]2CCN([C@@H]2C1)C(C=C)=O)C1=CN=CC=2CCCCC12 1-((1R,5R)-6-(8-fluoro-2-((tetrahydro-1H-pyrrolizin-7a(5H)-yl)methoxy)-7-(5,6,7,8-tetrahydroisoquinolin-4-yl)quinazolin-4-yl)-2,6-diazabicyclo[3.2.0]hept-2-yl)prop-2-en-1-one